ClC1=C2C=CC=NC2=C(C(=C1)I)O 5-chloro-7-iodo-8-hydroxyquinoline